tert-butyl ((1S,3R)-3-((3-bromo-2-fluoro-6-nitrophenyl)amino)cyclohexyl)carbamate BrC=1C(=C(C(=CC1)[N+](=O)[O-])N[C@H]1C[C@H](CCC1)NC(OC(C)(C)C)=O)F